CSC1=NC=C(C(=N1)O[C@@H](CO)C)C(F)(F)F (2R)-2-[2-methylsulfanyl-5-(trifluoromethyl)pyrimidin-4-yl]oxypropan-1-ol